ClC1=NC2=CN=CC=C2C=C1CO 2-chloro-1,7-naphthyridine-3-methanol